C(#N)C=1C=C(C=CC1OCC(C)C)C=1SC(=C(N1)C)C(=O)NC(C)(CC)C 2-(3-cyano-4-isobutoxyphenyl)-4-methyl-N-(2-methylbutan-2-yl)thiazole-5-carboxamide